C(C)[C@@H]1[C@@H](C2=CC=C(C=C2CC1)O)C1=CC=C(C=C1)N1CCC(CC1)C=O 1-(4-((1R,2S)-2-ethyl-6-hydroxy-1,2,3,4-tetrahydronaphthalen-1-yl)phenyl)piperidine-4-carbaldehyde